C(=O)(O)N(C(=O)O)C(C(C)O)S(=O)(=O)[O-] N,N-dicarboxyamino-2-hydroxypropanesulfonate